N-(4,5-Dimethoxy-2-((4-(2-(((5-(2-methyl-1H-imidazol-1-yl)pyridin-3-yl)methyl)((1-methyl-1H-indazol-5-yl)methyl)amino)ethyl)phenyl)carbamoyl)phenyl)-4-oxo-4H-chromene-2-carboxamide COC1=CC(=C(C=C1OC)NC(=O)C=1OC2=CC=CC=C2C(C1)=O)C(NC1=CC=C(C=C1)CCN(CC=1C=C2C=NN(C2=CC1)C)CC=1C=NC=C(C1)N1C(=NC=C1)C)=O